9-(benzo[b]naphtho[2,3-d]furan-7-yl)-10-phenylanthracene-d8 C1=CC=CC=2OC3=C(C21)C=C2C=CC=C(C2=C3)C=3C2=C(C(=C(C(=C2C(=C2C(=C(C(=C(C32)[2H])[2H])[2H])[2H])C3=CC=CC=C3)[2H])[2H])[2H])[2H]